N-[6-isopropenyl-1-(o-tolyl)indazol-3-yl]benzenesulfonamide C(=C)(C)C1=CC=C2C(=NN(C2=C1)C1=C(C=CC=C1)C)NS(=O)(=O)C1=CC=CC=C1